3-[4-[4-(4-piperidyl)piperazin-1-yl]-phenyl]piperidine-2,6-dione N1CCC(CC1)N1CCN(CC1)C1=CC=C(C=C1)C1C(NC(CC1)=O)=O